FC(OC1=NC=CC(=C1)C(C)NC(=O)NC1CC2(C1)CCC2)F 1-[1-(2-Difluoromethoxy-pyridin-4-yl)-ethyl]-3-spiro[3.3]hept-2-yl-urea